2-(2,4-dichloro-5-fluorobenzylidene)hydrazine-carboximidamide ClC1=C(C=NNC(N)=N)C=C(C(=C1)Cl)F